5-methylsulfanyl-imidazo[1,2-d][1,2,4]triazin-8-amine CSC1=NN=C(C=2N1C=CN2)N